NCCC(CC[SiH](OC)OC)N 3-(2-aminoethyl)-3-aminopropyl-dimethoxysilane